C(#N)C1=C(C=CC(=N1)C1=C(C=C(C=C1)S(=O)(=O)NC1CC(CCC1)O)C)F 4-(6-cyano-5-fluoropyridin-2-yl)-N-(3-hydroxycyclohexyl)-3-methylbenzenesulfonamide